C(C)OC1=CC=C(C(=O)C=2C=CC3=C(C(=CS3)C3=CCN4CCCCC4CC3)C2)C=C1 5-(4-ethoxybenzoyl)-3-(1-azabicyclo[5.4.0]undec-3-en-4-yl)-benzothiophene